Cl.OC1=C(CNC2=NC3=CC=CC=C3C(=C2)N2CCC(CC2)NC(C)(C)C)C=CC(=C1)Cl 2-(2-hydroxy-4-chlorobenzylamino)-4-(4-tert-butylaminopiperidin-1-yl)quinoline Hydrochloride Salt